5-Fluoro-N-(2-fluoro-3-(methylsulfonyl)phenyl)-4-methoxypyrimidin-2-amine FC=1C(=NC(=NC1)NC1=C(C(=CC=C1)S(=O)(=O)C)F)OC